ClC=1C(=CC2=C(N(C(O2)=O)CCC(=O)O)C1)O[C@H](C)C1=NC=C(C=C1)C (R)-3-(5-chloro-6-(1-(5-methylpyridin-2-yl)ethoxy)-2-oxobenzo[d]oxazol-3(2H)-yl)propanoic acid